C(C)(=O)OC=1C(=NC=CC1NC=O)C(=O)N[C@H](C(=O)OC(C(C(C)C)OC1=CC=C(C=C1)F)C)C [2-(4-fluorophenoxyl)-1,3-dimethyl-butyl] (2S)-2-[(3-acetoxy-4-formamido-pyridine-2-carbonyl)amino]propanoate